methyl-N-(o-tolyl)benzo[4,5]imidazo[1,2-a]pyrimidin-2-amine CC=1C(=NC=2N(C1)C1=C(N2)C=CC=C1)NC1=C(C=CC=C1)C